7-ethoxy-8-fluoro-3,4-dihydro-3-(trans-4-propylcyclohexyl)-1H-2-benzopyran-1-one C(C)OC1=C(C2=C(CC(OC2=O)[C@@H]2CC[C@H](CC2)CCC)C=C1)F